7-(2-(aminomethyl)-3-fluoropyridin-4-yl)-2-fluorobenzofuran NCC1=NC=CC(=C1F)C1=CC=CC=2C=C(OC21)F